C(C)[C@@H]1N(C2=CC=C(C=C2[C@H]([C@@H]1C)N1N=NC(=C1)C1=CC=CC=C1)C(F)(F)F)C(C)=O 1-((2S,3R,4S)-2-Ethyl-3-methyl-4-(4-phenyl-1H-1,2,3-triazol-1-yl)-6-(trifluoromethyl)-3,4-dihydroquinolin-1(2H)-yl)ethan-1-one